N[C@H]1CN(CC1)C(=O)[C@H]1CN(CC1)C(=O)C=1NC2=CC=C(C(=C2C1F)Cl)F ((R)-3-aminopyrrolidin-1-yl)((R)-1-(4-chloro-3,5-difluoro-1H-indole-2-carbonyl)pyrrolidin-3-yl)methanone